Racemic-tert-butyl 4-(((3S*,4R*)-1-(tert-butoxycarbonyl)-4-(4-cyanophenyl)pyrrolidin-3-yl)methyl)-5,7-dimethyl-1H-indole-1-carboxylate C(C)(C)(C)OC(=O)N1C[C@H]([C@@H](C1)C1=CC=C(C=C1)C#N)CC1=C2C=CN(C2=C(C=C1C)C)C(=O)OC(C)(C)C |r|